1-bromo-5-chloro-2-(1-ethoxyvinyl)-3-(trifluoromethyl)benzene BrC1=C(C(=CC(=C1)Cl)C(F)(F)F)C(=C)OCC